((2r,4S,5r)-4-amino-5-ethyltetrahydro-2H-pyran-2-yl)((S)-1-(4-fluorophenyl)-3,4-dihydroisoquinolin-2(1H)-yl)methanone N[C@H]1C[C@@H](OC[C@@H]1CC)C(=O)N1[C@H](C2=CC=CC=C2CC1)C1=CC=C(C=C1)F